IC=1N=C(N2C1SC=C2)C2=CC=C(C(=O)O)C=C2 4-(7-iodoimidazo[5,1-b]thiazol-5-yl)benzoic acid